6-methoxy-7-(4-methoxybutoxy)-2-(4-methyl-1,4-diazepan-1-yl)-N-(1-methylpiperidin-4-yl)quinazolin-4-amine COC=1C=C2C(=NC(=NC2=CC1OCCCCOC)N1CCN(CCC1)C)NC1CCN(CC1)C